BrC1=CC=C(C=C1)C1=NC(=NC(=N1)C1=CC=CC=C1)N1C2=CC=CC=C2C=2C=CC=CC12 9-(4-(4-bromophenyl)-6-phenyl-1,3,5-triazin-2-yl)-9H-carbazole